OC1(COC1)CNC(C1=CC=C(C=C1)C1CC2(CC(C2)C(F)(F)F)CCN1CC1=C2C=CNC2=C(C=C1OC)C)=O N-((3-hydroxyoxetan-3-yl)methyl)-4-(7-((5-methoxy-7-methyl-1H-indol-4-yl)methyl)-2-(trifluoromethyl)-7-azaspiro[3.5]nonan-6-yl)benzamide